CC(C)(C)NC(=O)OCCCCCCCCCCC[Si](OCC)(OCC)OCC 2-methyl-2-((((11-(triethoxysilyl)undecyl)oxy)carbonyl)amino)propane